ClC1=CC=CC2=C1NC(=N2)CNC=2C=1N(N=C(C2)N2CCOCC2)C(=CN1)C=1C=NN(C1)C1CC1 N-((7-chloro-1H-benzo[d]imidazol-2-yl)methyl)-3-(1-cyclopropyl-1H-pyrazol-4-yl)-6-morpholinoimidazo[1,2-b]pyridazin-8-amine